CC(=O)N[C@@H]1[C@H](C[C@@](O[C@H]1[C@@H]([C@@H](COC(=O)C)O)O)(C(=O)O)OC[C@@H]2[C@@H]([C@@H]([C@H](C(O2)O)NC(=O)C)O)O)O The molecule is an amino disaccharide consisting of an N-acetylglucosamine having an N-acetyl-9-O-acetylneuraminic acid attached via an alpha-(2->6)-linkage. It has a role as an epitope.